2,3,4,7,8,9,10,11,12,13,14,15,16,17-tetradecahydro-1H-cyclopenta[a]phenanthren-3-yl 4-oxo-4-(1,4,7-triazonan-1-yl)butanoate O=C(CCC(=O)OC1CCC2C3CCC4CCCC4C3CC=C2C1)N1CCNCCNCC1